cis-3-octadecene-1,18-dicarboxylic acid C(C\C=C/CCCCCCCCCCCCCCC(=O)O)C(=O)O